4-cyclopropoxy-N-(4-((6,7-dimethoxy-1,5-naphthyridin-4-yl)oxy)-3,5-difluorophenyl)-2-fluoropyridine-3-carboxamide C1(CC1)OC1=C(C(=NC=C1)F)C(=O)NC1=CC(=C(C(=C1)F)OC1=CC=NC2=CC(=C(N=C12)OC)OC)F